C(C)(C)(C)OC(=O)N1CCC(CC1)C1=CC=C(C(=O)O)C=C1 4-(1-(t-butoxycarbonyl)piperidin-4-yl)benzoic acid